FC1=CC=C(CC=2NC3=C(N2)C=CC=C3)C=C1 2-(4-fluorobenzyl)benzimidazole